S1C(=CC=C1)NNC(=O)N=N thienylcarbazone